C(C)(C)(C)OOC(CC(CC(C)C)(C)C)(OOC(C)(C)C)Cl 1,1-bis(t-butylperoxy)-3,3,5-trimethyl-chlorohexane